CC(C)(SC(CC=O)C)SC(CC=O)C 3,3'-(propane-2,2-diylbis(sulfanediyl))dibutyraldehyde